{4-[2-(S)-(4-Ethylthiazol-2-yl)-2-(2-phenylacetylamino)ethyl]phenyl}sulfamic acid C(C)C=1N=C(SC1)[C@H](CC1=CC=C(C=C1)NS(O)(=O)=O)NC(CC1=CC=CC=C1)=O